ethyl p-mercaptophenylpropionate SC1=CC=C(C=C1)C(C(=O)OCC)C